2,2-diethoxy-N-(3-methyldiethoxysilylpropoxycarbonyl-(methyl)ethyl)-1-aza-2-silacyclopentane C(C)O[Si]1(N(CCC1)CC(C)C(=O)OCCC[Si](OCC)(OCC)C)OCC